BrC1=CC=C(C(=O)NC[C@H]2COCC2)C=C1 (S)-4-bromo-N-((tetrahydrofuran-3-yl)methyl)benzamide